NC1=NC=C(C(=N1)N)OC=1C(=CC(=C(C1)C(C)(C)O)OC)C(C)C 2-[5-(2,4-Diamino-pyrimidin-5-yloxy)-4-isopropyl-2-methoxy-phenyl]-propan-2-ol